(2-(diethylamino)ethoxy)-2-butylamine C(C)N(CCONC(C)CC)CC